Diammonium [3-{acetyl[1-(4-methylphenyl)ethoxy]amino}-1-(3,4-dichlorophenyl)propyl] phosphonate P(OC(CCN(OC(C)C1=CC=C(C=C1)C)C(C)=O)C1=CC(=C(C=C1)Cl)Cl)([O-])=O.[NH4+].[NH4+].C(C)(=O)N(OC(C)C1=CC=C(C=C1)C)CCC(C1=CC(=C(C=C1)Cl)Cl)OP([O-])=O